9-(4-((1-(3-fluoropropyl)azetidin-3-yl)methyl)phenyl)-8-(1H-pyrrol-2-yl)-6,7-dihydro-5H-benzo[7]annulene-3-carboxylic acid, hydrochloride Cl.FCCCN1CC(C1)CC1=CC=C(C=C1)C1=C(CCCC2=C1C=CC(=C2)C(=O)O)C=2NC=CC2